N-methyl-4-(piperidin-1-yl)butan-1-amine CNCCCCN1CCCCC1